((2R,3S,5R)-5-(6-amino-2-fluoro-9H-purin-9-yl)-2-ethynyl-3-hydroxytetrahydrofuran-2-yl)methyl isopropylcarbamate C(C)(C)NC(OC[C@]1(O[C@H](C[C@@H]1O)N1C2=NC(=NC(=C2N=C1)N)F)C#C)=O